ClC=1C=C(C=CC1F)N(C(=O)[C@H]1N(S(N(C1)CCO)(=O)=O)C1=NC(=CC(=C1)C(F)(F)F)C)C (S)-N-(3-chloro-4-fluorophenyl)-5-(2-hydroxyethyl)-N-methyl-2-(6-methyl-4-(trifluoromethyl)pyridin-2-yl)-1,2,5-thiadiazolidine-3-carboxamide 1,1-dioxide